2-(3-(bromomethyl)-5-methoxyphenyl)ethane-1-ol BrCC=1C=C(C=C(C1)OC)CCO